N-(6-(1-(6-((2-(2,6-dioxopiperidin-3-yl)-1,3-dioxoisoindolin-4-yl)oxy)hexyl)-1H-1,2,3-triazol-4-yl)-2-(4-phenylthiazol-2-yl)hexyl)-3-(5-(trifluoromethyl)-1,2,4-oxadiazol-3-yl)benzamide O=C1NC(CCC1N1C(C2=CC=CC(=C2C1=O)OCCCCCCN1N=NC(=C1)CCCCC(CNC(C1=CC(=CC=C1)C1=NOC(=N1)C(F)(F)F)=O)C=1SC=C(N1)C1=CC=CC=C1)=O)=O